(R)-3-(benzyloxy)-1-(6-fluoro-2,3,4,5-tetrahydro-1H-benzo[b]azepin-3-yl)-4-oxo-5-((2,4,6-trifluorobenzyl)carbamoyl)-1,4-dihydropyridine-2-carboxylic acid methyl ester COC(=O)C=1N(C=C(C(C1OCC1=CC=CC=C1)=O)C(NCC1=C(C=C(C=C1F)F)F)=O)[C@@H]1CCC2=C(NC1)C=CC=C2F